diphenylacetic acid palladium (II) [Pd+2].C1(=CC=CC=C1)C(C(=O)O)C1=CC=CC=C1